((((2S,5R)-2-((acetoxymethyl) carbamoyl)-7-oxo-1,6-diazabicyclo[3.2.1]oct-6-yl) oxysulfonyl) oxy)-2,2-dimethylpropionate C(C)(=O)OCNC(=O)[C@H]1N2C(N([C@H](CC1)C2)OS(=O)(=O)OCC(C(=O)[O-])(C)C)=O